FC(C=1C=C(C=C(C1)C(F)(F)F)P(Cl)C1=CC(=CC(=C1)C(F)(F)F)C(F)(F)F)(F)F bis(3,5-ditrifluoromethylphenyl)chlorophosphine